1-(pyridin-4-ylmethyl)pyrrole-2-carboxamide Methyl-1-((2,6-bis(benzyloxy)-5-nitropyrimidin-4-yl)methyl)-2,3-dihydro-1H-indene-1-carboxylate COC(=O)C1(CCC2=CC=CC=C12)CC1=NC(=NC(=C1[N+](=O)[O-])OCC1=CC=CC=C1)OCC1=CC=CC=C1.N1=CC=C(C=C1)CN1C(=CC=C1)C(=O)N